C1(CC1)C=1N=C2N(C=C(C=C2OC(F)F)C(=O)O)C1 2-cyclopropyl-8-(difluoromethoxy)imidazo[1,2-a]pyridine-6-carboxylic acid